C(CCCCC)NC(=O)[C@@H]1CN(C[C@H]1CCCCCCCC)C(=O)OC(C)(C)C |o1:9,13| tert-butyl (3S*,4S*)-3-(hexylcarbamoyl)-4-octylpyrrolidine-1-carboxylate